C(C(=O)F)(=O)F oxalic acid difluoride